O1C2=C(OCC1)C=C(C=C2)C(CCN2CCC(CC2)C2=CC=CC=C2)=O 1-(2,3-dihydrobenzo[b][1,4]dioxin-6-yl)-3-(4-phenylpiperidin-1-yl)propan-1-one